O(OOOCCCCCCCCCCC(=O)Cl)C(=O)Cl tetraoxatetradecane-1,14-dicarboxylic acid dichloride